C(C)OCOCCCC(CC(CC(CC(CC(CC(CCCBr)C)C)C)C)C)C 17-bromo-4,6,8,10,12,14-hexamethylheptadecyl ethoxymethyl ether